C(C)N1C2=NC(=NC(=C2N=C1C(C)=O)N1CCOCC1)N1N=CC2=CC=CC=C12 1-(9-ethyl-2-(1H-indazol-1-yl)-6-morpholino-9H-purin-8-yl)ethan-1-one